C(#N)C1=CN=C(N1)C(=O)NC=1C(=NC(=CC1)C12OC1C1(CCC(C2)(O1)C)C)C1=CCC(CC1)(C)C 5-cyano-N-[2-(4,4-dimethylcyclohexen-1-yl)-6-[1,6-dimethyl-3,9-dioxatricyclo[4.2.1.02,4]nonan-4-yl]-3-pyridyl]-1H-imidazole-2-carboxamide